bipiperidineamide N1(C(CCCC1)C(=O)N)N1CCCCC1